ClC=1C=C2C(=C3C1NC(NC31CCCCC1)=O)OC(=N2)CNC2C(COCC2)F 5-chloro-2-{[(3-fluorooxan-4-yl)amino]methyl}-7,8-dihydro-6H-spiro[[1,3]oxazolo[5,4-f]quinazoline-9,1'-cyclohexan]-7-one